ClC1=CNC=2N=C(N=C(C21)NC2CCCCC2)NC2=C(C=C(C=C2)C2=CC=NN2C)OC (s)-5-chloro-N4-cyclohexyl-N2-(2-methoxy-4-(1-methyl-1H-pyrazol-5-yl)phenyl)-7H-pyrrolo[2,3-d]pyrimidine-2,4-diamine